(S)-6-(propylamino)-5,6,7,8-tetrahydronaphthalen-1-ol hydrobromide Br.C(CC)N[C@@H]1CC=2C=CC=C(C2CC1)O